FCS(=O)(=O)N[C@@H]1[C@@H](N(CC12CC2)C([C@@H](CF)O)=O)CC=2C(=C(C=CC2)C2=CC(=CC(=C2)F)F)F 1-fluoro-N-((6S,7S)-5-((S)-3-fluoro-2-hydroxypropanoyl)-6-((2,3',5'-trifluoro-[1,1'-biphenyl]-3-yl)methyl)-5-azaspiro[2.4]heptan-7-yl)methanesulfonamide